FC1=C(C(=CC(=C1)N1CCO[C@H](CC1)C(F)(F)F)C)NC(CC(C)(C)C)=O N-[2-fluoro-6-methyl-4-[(7R)-7-(trifluoromethyl)-1,4-oxazepan-4-yl]phenyl]-3,3-dimethyl-butanamide